CC=1C=CC(=NC1C(=C)C)C1=CCC2(CNC2)CC1 7-(5-methyl-6-(prop-1-en-2-yl)pyridin-2-yl)-2-azaspiro[3.5]Non-6-ene